BrC=1N=C2C(=NC1)N=C(N2C)C2CC2 5-bromo-2-cyclopropyl-3-methyl-imidazo[4,5-b]pyrazine